tert-Butyl 4-fluoro-4-(4-methyl-4H-1,2,4-triazol-3-yl)piperidine-1-carboxylate FC1(CCN(CC1)C(=O)OC(C)(C)C)C1=NN=CN1C